C(C1=CC=CC=C1)OC(=O)N[C@H](C(=O)O)C(C1CC1)C1CC1 (2S)-2-(benzyloxycarbonylamino)-3,3-dicyclopropyl-propanoic acid